COC=1C=CC(=NC1)C(=O)NCC(C(C(=O)OCC)C)=O Ethyl 4-(5-methoxypicolinamido)-2-methyl-3-oxobutanoate